C(CC(C)C)Br iso-pentyl bromide